(R)-N-(1-(1-(cyclohexanecarbonyl)-2,3-dihydro-1H-indol-5-yl)ethyl)-4-fluorobenzamide C1(CCCCC1)C(=O)N1CCC2=CC(=CC=C12)[C@@H](C)NC(C1=CC=C(C=C1)F)=O